(2R)-2-(4-fluorophenyl)-N-{4-[3-(4-fluorophenyl)-6,6-dimethyl-4-oxo-4,5,6,7-tetrahydro-1H-pyrrolo[3,2-c]pyridin-2-yl]pyridin-2-yl}propanamide FC1=CC=C(C=C1)[C@H](C(=O)NC1=NC=CC(=C1)C1=C(C=2C(NC(CC2N1)(C)C)=O)C1=CC=C(C=C1)F)C